C(C)(=O)C1=CN(C2=C(C=C(C=C12)C=1C=NC(=NC1)C)C)CC(=O)N1[C@@H]2C([C@@]2(C[C@H]1C(=O)NC1=NC(=CC=C1C)Br)C([2H])([2H])[2H])([2H])[2H] (1r,3s,5r)-2-(2-(3-acetyl-7-methyl-5-(2-methylpyrimidin-5-yl)-1H-indol-1-yl)acetyl)-N-(6-bromo-3-methylpyridin-2-yl)-5-(methyl-d3)-2-azabicyclo[3.1.0]hexane-6,6-d2-3-carboxamide